COC=1C=C(C=CC1)N1N=C2C=CC=CC2=C1 2-(3-methoxyphenyl)-2H-indazole